1-(5-(4-chloro-3-fluorophenyl)-2-(5-methylthiophen-2-yl)oxazol-4-yl)-5-fluoro-4-(methylamino)pyrimidin-2(1H)-one ClC1=C(C=C(C=C1)C1=C(N=C(O1)C=1SC(=CC1)C)N1C(N=C(C(=C1)F)NC)=O)F